trisodium 2,4,6-trimercaptotriazine SN1NC(=CC(=N1)S)S.[Na].[Na].[Na]